C1(CC1)C=1N=NC(=CC1)[Sn](C)(C)C 3-cyclopropyl-6-(trimethylstannyl)pyridazine